N-(5-phenoxypyridin-2-yl)propanamide O(C1=CC=CC=C1)C=1C=CC(=NC1)NC(CC)=O